tert-butyl 4-(2-((4-(tert-butoxycarbonyl)-1H-1,2,3-triazol-1-yl)methyl)-6-cyclopropylimidazo[1,2-a]pyridin-8-yl)piperazine-1-carboxylate C(C)(C)(C)OC(=O)C=1N=NN(C1)CC=1N=C2N(C=C(C=C2N2CCN(CC2)C(=O)OC(C)(C)C)C2CC2)C1